5-[(8aR)-3,4,6,7,8,8a-hexahydro-1H-pyrrolo[1,2-a]pyrazine-2-carbonyl]-4-chloro-2-fluoro-N-(2-fluorophenyl)benzenesulfonamide C1[C@@H]2N(CCN1C(=O)C=1C(=CC(=C(C1)S(=O)(=O)NC1=C(C=CC=C1)F)F)Cl)CCC2